OCC1=CC=C(C=C1)C1=CC=C(C=C1)CO 4,4'-bis(hydroxy-methyl)biphenyl